[Cl-].[Cl-].C(CCCCCCC\C=C/CCCCCCCC)(=O)NCCCCN(CC=CCCN(CCCNC(CCCCCCC\C=C/CCCCCCCC)=O)C)C (Z)-oleic acid [3-({4-[(3-oleamidopropyl)-dimethyl-amino]but-2-enyl}-dimethyl-amino)-propyl]-amide dichloride